2-(4-acetonyloxy-3-fluoro-phenyl)-4-[(2,6-difluorophenyl)methyl]-1,2,4-triazol-3-one C(C(=O)C)OC1=C(C=C(C=C1)N1N=CN(C1=O)CC1=C(C=CC=C1F)F)F